amino-beta-hydroxybutyrate NC(C(=O)[O-])C(C)O